C(CCCCCCCCCCCCCCC)OC(CCC(=O)OCCCCCCCCCCCCCCCC)=O 1,4-bis(hexadecyloxy)-1,4-dioxobutane